7-fluoro-2-[[(1R,3S)-3-[[6-oxo-5-(trifluoromethyl)-1H-pyridazin-4-yl]amino]cyclohexyl]methyl]-6-[5-(trifluoromethyl)pyrimidin-2-yl]-3,4-dihydroisoquinolin-1-one FC1=C(C=C2CCN(C(C2=C1)=O)C[C@H]1C[C@H](CCC1)NC=1C=NNC(C1C(F)(F)F)=O)C1=NC=C(C=N1)C(F)(F)F